FC1=C(C=CC=C1N1C(=NC2=C1C(=C(C=C2)F)C(F)(F)F)C)[C@]2(NC(N(S(C2)(=O)=O)C)=N)C (5R)-5-{2-fluoro-3-[6-fluoro-2-methyl-7-(trifluoromethyl)benzimidazol-1-yl]Phenyl}-2,5-dimethyl-1,1-dioxo-1,2,4-thiadiazine-3-imine